C(CS(=O)(=O)O)S(=O)(=O)O ethane-1,2-disulphonic acid